CC(C(=O)Cl)(CC)C 2,2-dimethylbutyrylchloride